C(C)C(CC)C1(NC(=NC=C1C)NC=1C=C(C2=C(COB2O)C1)C)N 4-(1-ethylpropyl)-N2-(1-hydroxy-7-methyl-3H-2,1-benzoxaborole-5-yl)-5-methyl-pyrimidine-2,4-diamine